ClC=1N=C2C(=NC1)N(C=C2C=2N=C(C1=C(N2)N(C=C1)CC(C)C)N[C@@H]1[C@H](C2CCC1CC2)C(=O)OCC)C(C2=CC=CC=C2)(C2=CC=CC=C2)C2=CC=CC=C2 (2S,3S)-ethyl 3-((2-(2-chloro-5-trityl-5H-pyrrolo[2,3-b]pyrazin-7-yl)-7-isobutyl-7H-pyrrolo[2,3-d]pyrimidin-4-yl)amino)bicyclo[2.2.2]octane-2-carboxylate